COC(C1=C(C(=CC(=C1)Cl)OC)S(N[C@@H](C(C)C1=C(C(=CC=C1F)C)C)C=1OC(NN1)=O)(=O)=O)=O.BrC1=C(C2=CC=CC=C2C=C1)C1=C(C=CC=C1)Br 2-bromo-1-(2-bromophenyl)naphthalene methyl-5-chloro-2-(N-((1S)-2-(6-fluoro-2,3-dimethylphenyl)-1-(5-oxo-4,5-dihydro-1,3,4-oxadiazol-2-yl)propyl)sulfamoyl)-3-methoxybenzoate